The molecule is an N-acyllysophosphatidylethanolamine(1-) in which the N-acyl group is specified as palmitoyl (hexadecanoyl) while the phosphatidyl acyl group is specified as oleoyl (9Z-octadecenoyl); major species at pH 7.3. It is a conjugate base of a N-palmitoyl-1-oleoyl-sn-glycero-3-phosphoethanolamine. CCCCCCCCCCCCCCCC(=O)NCCOP(=O)([O-])OC[C@@H](COC(=O)CCCCCCC/C=C\\CCCCCCCC)O